2-Methyl-1H-imidazole-4-carboxaldehyde CC=1NC=C(N1)C=O